4-[2-(azidomethyl)oxetan-2-yl]-2-(difluoromethoxy)pyridine N(=[N+]=[N-])CC1(OCC1)C1=CC(=NC=C1)OC(F)F